ClC=1N(C=CN1)CC1=CC=C(C=N1)C1=C(SC(=C1)CC(C)C)S(=O)(=O)NC([O-])=O (3-(6-((2-chloro-1H-imidazole-1-yl)methyl)pyridin-3-yl)-5-isobutylthiophene-2-yl)sulfonylcarbamate